BrC1=CC(=CC(=N1)NC(=O)[C@H]1N[C@@H]2C[C@@H]2C1)OC (1R,3S,5R)-N-(6-bromo-4-methoxypyridin-2-yl)-2-azabicyclo[3.1.0]hexane-3-carboxamide